(±)-trans-4-benzyl-N-[3-(pyridin-3-yl)phenyl]pyrrolidine-3-carboxamide zinc [Zn].C(C1=CC=CC=C1)[C@H]1[C@@H](CNC1)C(=O)NC1=CC(=CC=C1)C=1C=NC=CC1 |r|